(2S,4S)-2-(2-(chloromethyl)allyl)-4-methoxypyrrolidine-1,2-dicarboxylic acid 1-(tert-butyl) 2-methyl ester COC(=O)[C@]1(N(C[C@H](C1)OC)C(=O)OC(C)(C)C)CC(=C)CCl